3-(2,3-Dihydroxypropyl)-8-(pyridin-3-yl)-6-(4-(trifluoromethyl)phenyl)pyrido[3,4-d]pyrimidin-4(3H)-one OC(CN1C=NC2=C(C1=O)C=C(N=C2C=2C=NC=CC2)C2=CC=C(C=C2)C(F)(F)F)CO